(1-trityl-1H-imidazol-5-yl)imidazo[1,2-a]pyridine C(C1=CC=CC=C1)(C1=CC=CC=C1)(C1=CC=CC=C1)N1C=NC=C1C=1N=C2N(C=CC=C2)C1